ClC=1C=CC(=C2C=CN(C(C12)=O)C)O 8-chloro-5-hydroxy-2-methyl-isoquinolin-1-one